2-amino-1-(4-{4-hydroxy-4-[5-(pyrimidin-2-yl)pyridin-2-yl]cyclohexyl}-octahydropyrrolo[3,2-b]pyrrol-1-yl)ethan-1-one NCC(=O)N1C2C(CC1)N(CC2)C2CCC(CC2)(C2=NC=C(C=C2)C2=NC=CC=N2)O